2-(4-azaspiro[2.4]hept-4-yl)ethan-1-amine C1CC12N(CCC2)CCN